C(C)OC(CBr)=O.NC=1C(=C(C(=NC1)OC)C1=CC=CC=C1)NCC1=CC=C(C=C1)S(=O)(=O)N 4-(((5-amino-2-methoxy-3-phenylpyridin-4-yl)amino)methyl)benzenesulfonamide ethyl-bromoacetate